N-methyl-2-[3-[(E)-2-[5-[(1-methylpyrrolidin-3-yl)methoxy]-2-pyridyl]vinyl]-1-tetrahydropyran-2-ylindol-6-yl]thiobenzamide CNC(C1=C(C=CC=C1)C1=CC=C2C(=CN(C2=C1)C1OCCCC1)\C=C\C1=NC=C(C=C1)OCC1CN(CC1)C)=S